3-hydroxytetrahydrofuran p-toluenesulfonate CC1=CC=C(C=C1)S(=O)(=O)O.OC1COCC1